tert-butyl 4-(2-(3,6-dihydro-2H-pyran-4-yl)-5-fluoropyridin-3-yl)piperazine-1-carboxylate O1CCC(=CC1)C1=NC=C(C=C1N1CCN(CC1)C(=O)OC(C)(C)C)F